N1CCC(CC1)NC(=O)C1=NNC=C1 N-(piperidin-4-yl)-1H-pyrazole-3-carboxamide